N1CNC2=NC=[NH+]C2=C1 dihydro-1H-purine-7-ium